1-Propanone C(CC)=O